3,5-diphenyliminoheptane C1(=CC=CC=C1)N=C(CC)CC(CC)=NC1=CC=CC=C1